bis(1,3-dichloro-2-propyl) phosphate P(=O)(OC(CCl)CCl)(OC(CCl)CCl)[O-]